methyl 8-chloro-2-(tetrahydro-2H-pyran-4-yl)imidazo[1,2-a]pyridine-6-carboxylate ClC=1C=2N(C=C(C1)C(=O)OC)C=C(N2)C2CCOCC2